tert-butyl N-[(3R)-7-[5-(1-methyl-1-methylsulfonyl-ethyl)-1,3,4-oxadiazol-2-yl]-4-oxo-3,5-dihydro-2H-1,5-benzothiazepin-3-yl]carbamate CC(C)(S(=O)(=O)C)C1=NN=C(O1)C=1C=CC2=C(NC([C@H](CS2)NC(OC(C)(C)C)=O)=O)C1